2-hydroxy-1-(piperazin-1-yl)ethanone OCC(=O)N1CCNCC1